C(C)(C)(C)OC(=O)N1C[C@@H]([C@H](CC1)OC1CN(C1)C1=CC=CC=2N(C(N(C21)C)=O)C2C(NC(CC2)=O)=O)F (3s,4s)-4-[1-[1-(2,6-dioxo-3-piperidinyl)-3-methyl-2-oxo-benzoimidazol-4-yl]azetidin-3-yl]oxy-3-fluoro-piperidine-1-carboxylic acid tert-butyl ester